[Pt](Cl)Cl.C1(=CC=CC=C1)P(C1=CC=CC=C1)C1=CC=CC=C1.C1(=CC=CC=C1)P(C1=CC=CC=C1)C1=CC=CC=C1 Bis(triphenylphosphine) platinum chloride